2-methyl-2,3-butadien-1-ol CC(CO)=C=C